N(=C=O)CCCCCCN=C=O C1,6-diisocyanatohexane